[Si](C1=CC=CC=C1)(C1=CC=CC=C1)(C(C)(C)C)OCC1OCC(CN(C1)C(=O)OC(C)(C)C)=C tert-butyl 2-(((tert-butyldiphenylsilyl)oxy)methyl)-6-methylene-1,4-oxazepane-4-carboxylate